2-((tert-butoxycarbonyl)-(methyl)amino)-2-methoxyacetic acid C(C)(C)(C)OC(=O)N(C(C(=O)O)OC)C